N,7-dibenzyl-1-(4-(tert-butoxy)benzyl)-1,2,3,6,7,7a-hexahydro-3aH-3,6-methanopyrrolo[3,2-b]pyridine-3a-carboxamide C(C1=CC=CC=C1)NC(=O)C12N=CC3C(C1N(CC2C3)CC3=CC=C(C=C3)OC(C)(C)C)CC3=CC=CC=C3